N-(6-bromo-2-methoxypyridin-3-yl)methanesulfonamide oxygen [O].BrC1=CC=C(C(=N1)OC)NS(=O)(=O)C